Cl.N1CCC(CC1)NC1=CC=NC2=CC=CC=C12 N-(piperidin-4-yl)quinolin-4-amine hydrochloride